dihydroquinazoline-7-carboxylate N1CN=CC2=CC=C(C=C12)C(=O)[O-]